2-chloro-N-(3-((4-((1-cyclobutylpiperidin-4-yl)amino)-6,7-dimethoxyquinazolin-2-yl)amino)propyl)acetamide ClCC(=O)NCCCNC1=NC2=CC(=C(C=C2C(=N1)NC1CCN(CC1)C1CCC1)OC)OC